C(C)(C)(C)OC(=O)N[C@@H](C)C(=O)OCCCCCCCCCCCCCCCCC heptadecyl (tert-butoxycarbonyl)-L-alaninate